C1(=CC(=CC(=C1)C)C)CCC1=CC(=CC(=C1)C)C 1,2-di(3,5-xylyl)ethane